ClC1=NC=C(C(=N1)OC1=NC=CC(=C1)C1=CC=2C(NCCC2N1C)=O)I 2-(2-((2-chloro-5-iodopyrimidin-4-yl)oxy)pyridin-4-yl)-1-methyl-1,5,6,7-tetrahydro-4H-pyrrolo[3,2-c]pyridin-4-one